NC1=C(C=2C(=C(N=C(C2)C)C#N)N1C1=C2C=NN(C2=CC(=C1C)F)C1OCCCC1)C(=O)OC(C)(C)C tert-butyl 2-amino-7-cyano-1-(6-fluoro-5-methyl-1-(tetrahydro-2H-pyran-2-yl)-1H-indazol-4-yl)-5-methyl-1H-pyrrolo[2,3-c]pyridine-3-carboxylate